ClC=1C=C(C=CC1C(NC1CCN(CC1)C(CN(C)C)=O)=O)NC(=O)C=1N(C(=CN1)C1=C(C(=C(C=C1)OC)F)F)C N-[3-chloro-4-[[1-[2-(dimethylamino)acetyl]-4-piperidinyl]carbamoyl]phenyl]-5-(2,3-difluoro-4-methoxy-phenyl)-1-methyl-imidazole-2-carboxamide